2-(1-(Cyclopropylmethyl)-5-fluoro-7-(1-((1r,4r)-4-hydroxycyclohexane-1-carbonyl)piperidin-4-yl)-1H-indol-2-yl)-3-methylpyrazolo[1,5-a]pyridine-6-carboxylic acid ethyl ester C(C)OC(=O)C=1C=CC=2N(C1)N=C(C2C)C=2N(C1=C(C=C(C=C1C2)F)C2CCN(CC2)C(=O)C2CCC(CC2)O)CC2CC2